(2S,4R)-1-(2-(3-acetyl-5-(2-methylpyrimidin-5-yl)-1H-indazol-1-yl)acetyl)-4-fluoro-N-(2-fluoro-3'-(methylsulfonyl)biphenyl-3-yl)pyrrolidine-2-carboxamide C(C)(=O)C1=NN(C2=CC=C(C=C12)C=1C=NC(=NC1)C)CC(=O)N1[C@@H](C[C@H](C1)F)C(=O)NC=1C(=C(C=CC1)C1=CC(=CC=C1)S(=O)(=O)C)F